isopropyl-stearate C(C)(C)OC(CCCCCCCCCCCCCCCCC)=O